IC1=CC(=C(C=C1C)N(C(C#CC)=O)C1=CC=C2C(=N1)C(=NN2C)O[C@H]2CC[C@H](CC2)C(=O)O)N2C[C@@H](CC2)C (cis)-4-{[5-(N-{4-iodo-5-methyl-2-[(3R)-3-methylpyrrolidin-1-yl]phenyl}but-2-ynamido)-1-methylpyrazolo[4,3-b]pyridin-3-yl]oxy}cyclohexane-1-carboxylic acid